COC1=CC(=NC(=C1)C1=C(C=CC(=C1)C(C)(C)C)C=1C(=C(C=C(C1)C)C12CC3CC(CC(C1)C3)C2)[O-])C2=C(C=CC(=C2)C(C)(C)C)C=2C(=C(C=C(C2)C)C23CC1CC(CC(C2)C1)C3)[O-].C[Hf+2]C Dimethylhafnium [2',2'''-(4-methoxypyridine-2,6-diyl)bis(3-((3r,5r,7r)-adamantan-1-yl)-4'-(tert-butyl)-5-methyl-[1,1'-biphenyl]-2-olate)]